4-(imidazo[1,2-a]pyridine-3-carbonyl)benzonitrile N=1C=C(N2C1C=CC=C2)C(=O)C2=CC=C(C#N)C=C2